trans-(±)-1-(tert-butoxycarbonyl)-4-phenylpyrrolidine-3-carboxylic acid C(C)(C)(C)OC(=O)N1C[C@H]([C@@H](C1)C1=CC=CC=C1)C(=O)O |r|